FC(C1=CC(OC2=C1C=CC(=C2)NC2=CC=C(C=C2)C=2C(=NN(C2C)C)C)=O)(F)F 4-(trifluoromethyl)-7-((4-(1,3,5-trimethyl-1H-pyrazol-4-yl)phenyl)amino)-2H-benzopyran-2-one